2-benzyl-4-methyl-5-[1-(tetrahydropyran-2-yl)-1,2,4-triazol-3-yl]pyridazin-3-one C(C1=CC=CC=C1)N1N=CC(=C(C1=O)C)C1=NN(C=N1)C1OCCCC1